CO[C@H]1[C@@H](C[C@@H]2CN3CCC4=C([C@H]3C[C@@H]2[C@@H]1C(=O)OC)NC5=C4C=CC(=C5)OC)OC(=O)/C=C/C6=CC(=C(C(=C6)OC)OC)OC methyl 18β-hydroxy-11,17α-dimethoxy-3β,20α-yohimban-16β-carboxylate